C(CCCCCCCCCCCCCCCCC)OC[C@@H](OCCCCCCCCCCCCCCCCCC)CO 1,2-dioctadecyl-sn-glycerol